N2-Isobutyryldeoxyguanosine-3'-Yl 2-((3,4,5-Tris(Octadecyloxy)Benzoyl)Oxy)Acetate C(CCCCCCCCCCCCCCCCC)OC=1C=C(C(=O)OCC(=O)O[C@@]2(C[C@@H](O[C@@H]2CO)N2C=NC=3C(=O)NC(NC(C(C)C)=O)=NC23)O)C=C(C1OCCCCCCCCCCCCCCCCCC)OCCCCCCCCCCCCCCCCCC